CC1=CN(C2=CC=C(C=C12)NC(C=C)=O)C1=NC(=NC=C1C)NC1=CC(=CC=C1)OCCN1CCOCC1 N-[3-methyl-1-[5-methyl-2-[3-(2-morpholinoethoxy)anilino]pyrimidin-4-yl]indol-5-yl]prop-2-enamide